C(C)(C)(C)OC(=O)N(C1=C(C=C(C(=O)OC)C=C1)C#N)CC#C methyl 4-[(tert-butoxycarbonyl)(prop-2-yn-1-yl)amino]-3-cyanobenzoate